2-chloro-4-(3-fluoro-3-(hydroxymethyl)azetidin-1-yl)pyrimidine-5-carbonitrile ClC1=NC=C(C(=N1)N1CC(C1)(CO)F)C#N